2-(4-chlorobenzoyl)-3-fluoro-5-(pyridine-2-carbonyl)benzoic acid ClC1=CC=C(C(=O)C2=C(C(=O)O)C=C(C=C2F)C(=O)C2=NC=CC=C2)C=C1